C(#N)C=1C=C(O[C@@H]2CN(CC2)C(=O)OC(C)(C)C)C=CC1N=CN(C)C tert-butyl (3S)-3-[3-cyano-4-(dimethylaminomethyleneamino)phenoxy]pyrrolidine-1-carboxylate